C(CC(=O)[O-])(=O)OC(C1=CC=C(C=C1)Cl)NC1=CC=C(C=C1)S(NC1=NOC(=C1)Cl)(=O)=O (((4-(N-(5-chloroisoxazol-3-yl) sulfamoyl) phenyl) amino) (4-chlorophenyl) methyl) malonate